2-((2r,5S)-2-((S)-1-hydroxy-2-((4-(methylsulfonyl)phenyl)amino)ethyl)-1,3-dioxan-5-yl)isoindoline O[C@@H](CNC1=CC=C(C=C1)S(=O)(=O)C)C1OCC(CO1)N1CC2=CC=CC=C2C1